2,5-diphenyl-imidazole C1(=CC=CC=C1)C=1NC(=CN1)C1=CC=CC=C1